BrC1=C2C=NN(C2=CC=C1)C1C(CCCCC1)Br 4-bromo-1-(2-bromocycloheptyl)-1H-indazole